O=C(C=CC1=C(C(=C(C=C1)O)O)OC)C1=CC=C(C=C1)[O-] 4-[1-oxo-3-(3,4-dihydroxy-2-methoxyphenyl)prop-2-enyl]phenolate